NC=1C=C(C(=O)NC2=C(C=C(C=C2)F)CC(=O)OC(C)(C)C)C=CC1N1CCOCC1 tert-butyl 2-(2-(3-amino-4-morpholinobenzamido)-5-fluorophenyl)acetate